2-(2-(cyclopropanesulfonamido)pyrimidin-4-yl)-N-(4-(6-isopropylpyrazin-2-yl)phenyl)-2-methylpropanamide C1(CC1)S(=O)(=O)NC1=NC=CC(=N1)C(C(=O)NC1=CC=C(C=C1)C1=NC(=CN=C1)C(C)C)(C)C